(R)-N-(3-(benzyloxy)-4-(methylcarbamoyl)phenyl)-N-((5-cyclohexylpyridin-2-yl)methyl)-1-((perfluorophenyl)sulfonyl)azetidine-2-carboxamide C(C1=CC=CC=C1)OC=1C=C(C=CC1C(NC)=O)N(C(=O)[C@@H]1N(CC1)S(=O)(=O)C1=C(C(=C(C(=C1F)F)F)F)F)CC1=NC=C(C=C1)C1CCCCC1